3-(3-(2-chloro-3-(3-(4-hydroxypiperidin-1-yl)propoxy)phenyl)anilino)benzisothiazole ClC1=C(C=CC=C1OCCCN1CCC(CC1)O)C=1C=C(NC2=NSC3=C2C=CC=C3)C=CC1